COC1=CC=CC(=N1)NC1CCC(CC1)NC(OC(C)(C)C)=O tert-butyl N-{4-[(6-methoxypyridin-2-yl)amino]cyclohexyl}carbamate